4-Amino-3-[6-(4-cyanophenyl)pyridin-3-ylazo]naphthalene-1-sulfonic acid NC1=C(C=C(C2=CC=CC=C12)S(=O)(=O)O)N=NC=1C=NC(=CC1)C1=CC=C(C=C1)C#N